OC1CC(C2(C1(C=1C(=NC(=CC1O2)C#N)OC)O)C2=CC=C(C=C2)CC(F)(F)F)C2=CC=CC=C2 8,8a-dihydroxyl-methoxy-6-phenyl-5a-(4-(trifluoroethyl)phenyl)-5a,7,8,8a-tetrahydro-6H-cyclopenta[4,5]furo[3,2-c]pyridine-3-carbonitrile